(N-tert-butoxycarbonyl-N-methylamino)aniline C(C)(C)(C)OC(=O)N(C)NC1=CC=CC=C1